N1(N=CC=C1)C1=CC=C(CC=2C=CC=C(C(=O)N)C2)C=C1 5-[4-(1H-pyrazol-1-yl)-benzyl]-benzamide